1,4-diallyl-benzene C(C=C)C1=CC=C(C=C1)CC=C